(2-methyl-3-(trifluoromethyl)benzylidene)propane-2-sulfinamide CC1=C(C=CC(C)S(=O)N)C=CC=C1C(F)(F)F